2-iodo-4,4'-dimethyl-1,1'-biphenyl IC1=C(C=CC(=C1)C)C1=CC=C(C=C1)C